C(C)(=O)OC1=C(C=C(C=C1Br)C(C)(C)C1=CC(=C(C(=C1)Br)OC(C)=O)Br)Br [4-[2-(4-acetoxy-3,5-dibromophenyl) propan-2-yl]-2,6-dibromophenyl] acetate